tert-butyl(3-(2,6-difluoropyridin-4-yl)-7-methoxyimidazo[1,2-a]pyridin-6-yl)(imino)-λ6-sulfanone C(C)(C)(C)S(=O)(=N)C=1C(=CC=2N(C1)C(=CN2)C2=CC(=NC(=C2)F)F)OC